2,6-dibenzyloxy-N-(1-methyl-5-phenyl-pyrazol-3-yl)pyridin-3-amine C(C1=CC=CC=C1)OC1=NC(=CC=C1NC1=NN(C(=C1)C1=CC=CC=C1)C)OCC1=CC=CC=C1